C(#N)C1=C[C@@](CC(C1=O)(C)C)(C)N(C(C1=C(C=CC=C1)C(F)(F)F)=O)C N-[(1S)-3-cyano-1,5,5-trimethyl-4-oxocyclohex-2-en-1-yl]-N-methyl-2-(trifluoromethyl)benzamide